2-isothiazol-5-ylacetic acid S1N=CC=C1CC(=O)O